4-(4-(1-nitro-6,7,8,9-tetrahydro-5H-benzo[7]annulen-5-yl)piperazin-1-yl)benzamide platinum [Pt].[N+](=O)([O-])C1=CC=CC2=C1CCCCC2N2CCN(CC2)C2=CC=C(C(=O)N)C=C2